ClC=1C(=NC2=CC=C(C=C2C1)C=1C=C(C=C(C1)C(F)(F)F)CN)N1CCNCC1 [3-(3-chloro-2-piperazin-1-yl-6-quinolyl)-5-(trifluoromethyl)phenyl]methanamine